C=C1CCC(CC1)CCO 2-(4-methylenecyclohexyl)ethan-1-ol